CN(C(C)=O)[C@H](C)C1=CC=CC=C1 (R)-N-methyl-N-(1-phenylethyl)acetamide